potassium e-carbonate C([O-])([O-])=O.[K+].[K+]